azadibenzothiophen 5,5-dioxide N1=CC=CC=2S(C3=C(C21)C=CC=C3)(=O)=O